NC[C@H](S)[C@@H](S)[C@H](O)[C@H](O)CO dithioglucamine